N-[4-[(3-fluoro-4-formyl-phenyl)methyl]phenyl]carbamic acid 9H-fluoren-9-ylmethyl ester C1=CC=CC=2C3=CC=CC=C3C(C12)COC(NC1=CC=C(C=C1)CC1=CC(=C(C=C1)C=O)F)=O